decylsulfonic acid tetramethylammonium salt C[N+](C)(C)C.C(CCCCCCCCC)S(=O)(=O)[O-]